CC1C(CCC1C)CC(=O)O 2,3-dimethylcyclopentylacetic acid